C1(CCCCC1)NC1=CC(=CC=C1)NC1CCCCC1 N,N'-dicyclohexyl-m-phenylenediamine